(5-methylfuran-2-yl)methanol CC1=CC=C(O1)CO